methyl-((6-methoxy-7-hydroxyquinolin-4-yl) oxy) benzoate C(C1=CC=CC=C1)(=O)OOC1=CC(=NC2=CC(=C(C=C12)OC)O)C